2-Ethyl-2-(hydroxymethyl)1,3-propandiol C(C)C(CO)(CO)CO